COC1=CC2=C(N(C=N2)C2=NC(=C(C(=O)OC)C=C2)C2=C(C=C(C=C2)F)OC)C=C1OC methyl 6-(5,6-dimethoxy-1H-benzo[d]imidazol-1-yl)-2-(4-fluoro-2-methoxyphenyl)nicotinate